lithium 2-(diphenylphosphoryl)pyridin-3-olate C1(=CC=CC=C1)P(=O)(C1=CC=CC=C1)C1=NC=CC=C1[O-].[Li+]